C(=O)(OCC1=CC=CC=C1)N([C@@H](C(=O)OC)COC(C)(C)C)CCNC(=O)OC(C)(C)C Methyl (2R)-2-[carbobenzoxy-[2-(t-butoxycarbonylamino) ethyl] amino]-3-t-butoxy-propionate